BrC=1C=CC(N(C1)C(C(=O)C1=C(N(C(=C1)C)CC=1C=NC=CC1)C)C)=O 5-bromo-1-(1-(2,5-dimethyl-1-(pyridin-3-ylmethyl)-1H-pyrrol-3-yl)-1-oxopropan-2-yl)pyridin-2(1H)-one